Cl.CN[C@@H](CO)C(=O)O.CC(COC1=NC(=CC=C1)C)(C)NC(C[C@H]1N(CCC1)C)=O (S)-N-(2-methyl-1-((6-methylpyridin-2-yl)oxy)propan-2-yl)-2-(1-methylpyrrolidin-2-yl)acetamide l-N-methyl-L-serinate hydrochloride